ClC(=CC(F)F)F chloro-1,3,3-trifluoropropene